C1(=CC=CS1)CCC(=O)C(F)(F)F thenyl-trifluoroacetone